NS1(CC2(CC2)C1)=O 5-amino-5λ6-thiaspiro[2.3]hexane 5-oxide